5-(benzo[d]oxazol-6-yl)-6-(4-fluorophenyl)tetrazolo[1,5-a]pyrazin-8-amine O1C=NC2=C1C=C(C=C2)C2=C(N=C(C=1N2N=NN1)N)C1=CC=C(C=C1)F